C(C)(C)(C)OC(=O)N1CCC2(CNCO2)CC1 1-oxa-3,8-diazaspiro[4.5]Decane-8-carboxylic acid tert-butyl ester